methyl (S)-4-(7-((2-aminoquinolin-7-yl)methyl)-2,7-diazaspiro[3.5]nonan-2-yl)-3-(3-(3,5-dimethyl-1H-pyrazol-1-yl)phenyl)butyrate NC1=NC2=CC(=CC=C2C=C1)CN1CCC2(CN(C2)C[C@@H](CC(=O)OC)C2=CC(=CC=C2)N2N=C(C=C2C)C)CC1